8-hydroxy-3,4-dihydro-2,6-naphthyridine-2(1H)-carboxylic acid tert-butyl ester C(C)(C)(C)OC(=O)N1CC2=C(C=NC=C2CC1)O